O1[C@H](COC2=C1C=CC=C2)C2=CC=C(CN1CCC(CC1)CN1C(CCC1)=O)C=C2 1-[(1-{4-[(2S)-2,3-dihydro-1,4-benzodioxin-2-yl]benzyl}piperidin-4-yl)methyl]pyrrolidin-2-one